8-((6-chloropyridin-3-yl)methyl)-3-(1-methyl-1H-pyrazol-3-yl)pyrido[2,3-d]pyrimidine-2,4(3H,8H)-dione ClC1=CC=C(C=N1)CN1C=CC=C2C1=NC(N(C2=O)C2=NN(C=C2)C)=O